C(#N)C=1C=CC(=C(C1)N1CC(CCC1)CNC(OC(C)(C)C)=O)[N+](=O)[O-] tert-butyl ((1-(5-cyano-2-nitrophenyl)piperidin-3-yl)methyl)carbamate